The molecule is a 3-hydroxy fatty acyl-CoA that results from the formal condensation of the thiol group of coenzyme A with the carboxy group of (R)-3-hydroxypalmitic acid. It is a (R)-3-hydroxyacyl-CoA, a 3-hydroxy fatty acyl-CoA, a long-chain fatty acyl-CoA and an 11,12-saturated fatty acyl-CoA. It derives from a (R)-3-hydroxypalmitic acid. It is a conjugate acid of a (R)-3-hydroxypalmitoyl-CoA(4-). CCCCCCCCCCCCC[C@H](CC(=O)SCCNC(=O)CCNC(=O)[C@@H](C(C)(C)COP(=O)(O)OP(=O)(O)OC[C@@H]1[C@H]([C@H]([C@@H](O1)N2C=NC3=C(N=CN=C32)N)O)OP(=O)(O)O)O)O